CC(C#C)(C)NC(C(C(F)(F)F)(C)C)=O N-(1,1-dimethylprop-2-ynyl)-3,3,3-trifluoro-2,2-dimethyl-propanamide